ClP1O[C@H]([C@@H]2N1CCC2)CC2=CC=C(C=C2)OC (3S,3aR)-1-chloro-3-[(4-methoxyphenyl)methyl]tetrahydro-1H,3H-pyrrolo[1,2-c][1,3,2]oxazaphosphole